C1(=CC=CC=C1)C1=NC(=CC(=N1)C=1C=C(C=CC1)C1=C2C=CC=CC2=C(C2=CC=CC=C12)C=1C=C(C=CC1)P(C)(C)=O)C1=CC=CC=C1 [3-(10-(3-(2,6-diphenylpyrimidin-4-yl)phenyl)anthracene-9-yl)phenyl]dimethylphosphine oxide